2-(2-bromo-5-ethyl-3-thienyl)acetonitrile BrC=1SC(=CC1CC#N)CC